[Cs+].CN1N=NN=C1C(=O)[O-] 1-methyltetrazole-5-carboxylate Cesium